COCOC=1C=C(C2=C(C=CC=C2C1)C#C[Si](C(C)C)(C(C)C)C(C)C)N 3-(methoxymethoxy)-8-(2-triisopropylsilylethynyl)naphthalen-1-amine